3a-hydroxy-1-phenyl-1H,2H,3H,3aH,4H-pyrrolo[2,3-b]1,6-naphthyridin-4-one OC12C(=NC3=CC=NC=C3C1=O)N(CC2)C2=CC=CC=C2